N-(5-fluoropyridin-2-yl)-4-(4-methylpyridin-3-yl)quinoline FC=1C=CC(=NC1)N1CC=C(C2=CC=CC=C12)C=1C=NC=CC1C